(R)-4-(3-cyano-6-(1-methyl-1H-pyrazol-4-yl)pyrazolo[1,5-a]pyridin-4-yl)-N-(1-(6-isopropoxypyridin-3-yl)ethyl)-1H-pyrazole-1-carboxamide C(#N)C=1C=NN2C1C(=CC(=C2)C=2C=NN(C2)C)C=2C=NN(C2)C(=O)N[C@H](C)C=2C=NC(=CC2)OC(C)C